8a-Ethyl-7-(methylamino)-2-(2-((1-(methylsulfonyl)piperidin-4-yl)amino)-5-(trifluoromethyl)pyrimidin-4-yl)-6,7,8,8a-tetrahydro-4H-thieno[2,3-a]pyrrolizin-4-one C(C)C12CC(CN2C(C2=C1SC(=C2)C2=NC(=NC=C2C(F)(F)F)NC2CCN(CC2)S(=O)(=O)C)=O)NC